N-(((1S,3R)-6,7-dichloro-2-(2-hydroxyacetyl)-8-methoxy-1-methyl-2,3-dihydro-1H-pyrrolo[3,4-c]quinolin-3-yl)methyl)-2-hydroxyacetamide ClC1=C(C(=CC=2C3=C(C=NC12)[C@@H](N([C@H]3C)C(CO)=O)CNC(CO)=O)OC)Cl